((S)-2-((bis(4-methoxyphenyl) (phenyl) methyl) amino) propionyl) phosphoramidate P(OC([C@H](C)NC(C1=CC=CC=C1)(C1=CC=C(C=C1)OC)C1=CC=C(C=C1)OC)=O)([O-])(=O)N